C(C)(C)(C)C1=CC=C(C=C1)C1=NC(=C(C(=O)O)C=C1N(C)C)C 6-(4-(tert-butyl)phenyl)-5-(dimethylamino)-2-methylnicotinic acid